CN1N=CC(=C1)N[C@@H]1CN(CCC1)C(=O)OC(C)(C)C tert-butyl (3S)-3-[(1-methylpyrazol-4-yl)amino]piperidine-1-carboxylate